5-((6-bromo-3-isopropyl-3H-imidazo[4,5-c]pyridin-4-yl)amino)-2-chloro-N-ethyl-4-fluorobenzamide BrC1=CC2=C(C(=N1)NC=1C(=CC(=C(C(=O)NCC)C1)Cl)F)N(C=N2)C(C)C